COC1=CC=C(C2=C1NC(=N2)NC(=O)C=2C=CC1=C(CCO1)C2)C2CCOCC2 N-[7-methoxy-4-(oxan-4-yl)-1H-1,3-benzodiazol-2-yl]-2,3-dihydro-1-benzofuran-5-carboxamide